C(C1=CC=CC=C1)N1C(=CC(=C1)C1=C(C=CC(=C1)F)F)[C@@H](C(C)(C)C)N(C(CSCCC(=O)O)=O)C[C@@H]1CN(CC1)C(=O)OC(C)(C)C 3-{[2-({(1R)-1-[1-Benzyl-4-(2,5-difluorophenyl)-1H-pyrrol-2-yl]-2,2-dimethylpropyl}{[(3R)-1-(tert-butoxycarbonyl)pyrrolidin-3-yl]methyl}amino)-2-oxoethyl]sulfanyl}propanoic acid